COC1=CC=C(C=C1)C(C=1N(C2=CC=CC=C2C1)S(=O)(=O)C1=CC=C(C)C=C1)P(C1=CC=CC=C1)(C1=CC=CC=C1)=O ((4-methoxyphenyl)(1-p-toluenesulfonyl-1H-indolyl)methyl)diphenylphosphine oxide